(2-((3-fluoro-4-(4-methylpiperazin-1-yl)phenyl)amino)-4-(3-(methylamino)phenoxy)-7H-pyrrolo[2,3-d]pyrimidin-7-yl)methyl pivalate C(C(C)(C)C)(=O)OCN1C=CC2=C1N=C(N=C2OC2=CC(=CC=C2)NC)NC2=CC(=C(C=C2)N2CCN(CC2)C)F